2-amino-3-((1r,4r)-3-oxo-2-azabicyclo[2.2.1]hept-4-yl)propionitrile NC(C#N)C[C@]12C(N[C@H](CC1)C2)=O